(S)-4-((R)-10-Acryloyl-4-chloro-2-fluoro-14-oxo-8,8a,9,10,11,12-hexahydro-7H,14H-pyrazino[1',2':5,6][1,5]diazocino[3,2,1-hi]indol-3-yl)-2-amino-7-fluorobenzo[b]thiophene-3-carbonitrile C(C=C)(=O)N1C[C@@H]2N(C(C=3C=C(C(=C4C(=CN(C34)CC2)Cl)C2=CC=C(C=3SC(=C(C32)C#N)N)F)F)=O)CC1